iso-pentyl butyrate C(CCC)(=O)OCCC(C)C